NC=1C(=NC=NC1Cl)NC=1C(=C(C=CC1N1C[C@@H](N(CC1)C)C)C1=CC=C(C=C1)C(=O)NCCN1CCOCC1)F (S)-3'-((5-amino-6-chloropyrimidin-4-yl)amino)-4'-(3,4-dimethylpiperazin-1-yl)-2'-fluoro-N-(2-morpholinoethyl)-[1,1'-biphenyl]-4-carboxamide